C[C@@H]1C[C@@H](N(CC1)CC(=O)NC\C=C/S(=O)(=O)C)C1=CC=CC=C1 2-((2R,4S)-4-methyl-2-phenylpiperidin-1-yl)-N-((Z)-3-(methylsulfonyl)allyl)acetamide